4-Nitrophenyl-carboxylic acid [N+](=O)([O-])C1=CC=C(C=C1)C(=O)O